COC(C)(C)OC[C@@]1([C@@H](C2=CC(=CC=C2C1)C)O)C |r| (1rs,2rs)-2-((2-methoxypropan-2-yloxy)methyl)-2,6-dimethyl-2,3-dihydro-1H-inden-1-ol